[N+](=O)([O-])C1=C2CC(NC2=CC=C1)=O 4-Nitroindolin-2-one